ClC1=NC=C(C(=N1)NCC1=CC=C(C=C1)C=1N(C=C(N1)C(F)(F)F)C)N 2-chloro-N4-({4-[1-methyl-4-(trifluoromethyl)imidazol-2-yl]phenyl}methyl)pyrimidine-4,5-diamine